C(CCC(=O)OCC(I)I)(=O)OCC(I)I Bis(2,2-diiodoethyl) succinate